1,1,1,3-tetrafluoro-2-butene FC(C=C(C)F)(F)F